C(COCC(=S)O)(=S)O.C(COCC(=S)O)(=S)O dithiodiglycolic acid, dithiodiglycolic acid salt